N1(CCCC1)C(=O)C1=C(C=CC=C1)C1N(CC2=CC=CC=C12)C#N (2-(pyrrolidine-1-carbonyl)phenyl)isoindoline-2-carbonitrile